tert-butyl (1-(4-(2-(4-((2-(2-oxa-6-azaspiro[3.3]heptan-6-yl)pyrimidin-4-yl) methoxy)phenyl)propan-2-yl) benzyl)azetidine-3-yl)carbamate C1OCC12CN(C2)C2=NC=CC(=N2)COC2=CC=C(C=C2)C(C)(C)C2=CC=C(CN1CC(C1)NC(OC(C)(C)C)=O)C=C2